C(C)(C)[Si](OCC1CCC(CC1)O)(C(C)C)C(C)C 4-(triisopropylsilyloxymethyl)cyclohexanol